(3R,4S)-1-METHOXY-4-METHYLHEPT-6-ENE-3-SULFONAMIDE COCC[C@H]([C@H](CC=C)C)S(=O)(=O)N